CCC(COCCOCCN)N 5,8-dioxadecane-3,10-diamine